P(=O)(O)([O-])[O-].[Li+].[Li+] dilithium hydrogen phosphate